4-(Phenylmethylamino)-3-cyano-N-methyl-benzenesulfonamide C1(=CC=CC=C1)CNC1=C(C=C(C=C1)S(=O)(=O)NC)C#N